(+)-selenocysteine N[C@@H](C[SeH])C(=O)O